FC(C1=CC(=C(C(N1C1=CC=CC=C1)=O)C1=CC=CC=C1)C1=CC=CC=C1)F 6-(difluoromethyl)-1,3,4-triphenylpyridin-2(1H)-one